C(C=C)(=O)OCCCCC[Si](OCC)(OCC)C acryloxypentylmethyldiethoxysilane